FC1=C(C=CC(=C1)F)C1=C(C=C2C(NC(N3C2=C1SCC(C3)OC)=O)=O)C(F)(F)F 11-(2,4-difluorophenyl)-3-methoxy-10-(trifluoromethyl)-3,4-dihydro-2H,6H-[1,4]thiazepino[2,3,4-ij]quinazoline-6,8(7H)-dione